7-fluoro-2-((7-methyl-5-(methylsulfonyl)-1-tosyl-1H-indol-4-yl)-methyl)-2H-indazole-6-carbonitrile FC1=C(C=CC2=CN(N=C12)CC1=C2C=CN(C2=C(C=C1S(=O)(=O)C)C)S(=O)(=O)C1=CC=C(C)C=C1)C#N